N-(6-(4-((4-methylpiperazin-1-yl)methyl)phenyl)quinolin-4-yl)benzo[d]thiazol-5-amine CN1CCN(CC1)CC1=CC=C(C=C1)C=1C=C2C(=CC=NC2=CC1)NC=1C=CC2=C(N=CS2)C1